N,N,N',N'-tetrakis(4-methylphenyl)-1,1'-biphenyl-4,4'-diamine CC1=CC=C(C=C1)N(C1=CC=C(C=C1)C1=CC=C(C=C1)N(C1=CC=C(C=C1)C)C1=CC=C(C=C1)C)C1=CC=C(C=C1)C